ClC=1C=CC(=C(C(=O)O)C1)NC1=C(C=NC2=CC=C(C=C12)Cl)C=1C=NNC1 5-chloro-2-[[6-chloro-3-(1H-pyrazol-4-yl)-4-quinolinyl]amino]benzoic acid